5-(3-(4-hydroxy-4-methylpiperidin-1-yl)azetidin-1-yl)-2-methylbenzoic acid methyl ester COC(C1=C(C=CC(=C1)N1CC(C1)N1CCC(CC1)(C)O)C)=O